7-(4-(trifluoromethyl)phenyl)-2-naphthoic acid 2-(dimethylamino)-2-oxoethyl ester CN(C(COC(=O)C1=CC2=CC(=CC=C2C=C1)C1=CC=C(C=C1)C(F)(F)F)=O)C